[Si](C)(C)(C(C)(C)C)N1C=CC2=CC(=CC=C12)B(O)O 1-(TERT-BUTYLDIMETHYLSILYL)-1H-INDOL-5-YLBORONIC ACID